N-(5-(1,4-oxazepane-4-carbonyl)-1H-1,2,4-triazol-3-yl)-6-methoxy-2-oxo-1,2-dihydroquinoline-3-carboxamide O1CCN(CCC1)C(=O)C1=NC(=NN1)NC(=O)C=1C(NC2=CC=C(C=C2C1)OC)=O